(3aR,4S,6aR)-3a-(3-boronopropyl)hexahydro-2H-thieno[2,3-c]pyrrole-4-carboxylic acid B(O)(O)CCC[C@]12[C@H](CN[C@@H]1C(=O)O)SCC2